6-{[(exo-5-fluoro-1a,6b-dihydro-1H-cyclopropa[b][1]benzofuran-1-carbonyl)amino]methyl}isoquinoline FC=1C=CC2=C(C3C(O2)C3C(=O)NCC=3C=C2C=CN=CC2=CC3)C1